(5-fluoro-4-(4-methyl-2-(methylamino)thiazol-5-yl)pyrimidin-2-ylamino)-benzenesulfonamide FC=1C(=NC(=NC1)NC1=C(C=CC=C1)S(=O)(=O)N)C1=C(N=C(S1)NC)C